COC=1C=C2C(=NC(=NC2=CC1OC)N1CCN(CC1)C(=O)C1OCCC1)N 6,7-dimethoxy-2-[4-(tetrahydrofuran-2-ylcarbonyl)piperazin-1-yl]quinazolin-4-amine